7-(1-methyl-1H-pyrazol-4-yl)-4-(pyrazolo[1,5-a]pyridin-3-yl)quinazoline CN1N=CC(=C1)C1=CC=C2C(=NC=NC2=C1)C=1C=NN2C1C=CC=C2